[2H]C(C(C(C([2H])([2H])[2H])=O)=O)([2H])[2H] 1,1,1,4,4,4-hexadeuteriobutane-2,3-dione